C1NCC12CC(C2)C2=NN=C(S2)C=2C(=CC(=NC2)N2C=CC=1C2=NC=C(C1)C#N)NC 1-(5-(5-(2-azaspiro[3.3]heptan-6-yl)-1,3,4-thiadiazol-2-yl)-4-(methylamino)pyridin-2-yl)-1H-pyrrolo[2,3-b]pyridine-5-carbonitrile